NCC1=NNC(C2=C(C=C(C=C12)C1=C(N(N=C1)C)C1=C(C=2C=C(C=NC2C=C1F)Cl)C#N)Cl)=O (M)-6-[4-[4-(aminomethyl)-8-chloro-1-oxo-2H-phthalazin-6-yl]-2-methyl-pyrazol-3-yl]-3-chloro-7-fluoro-quinoline-5-carbonitrile